4-methylthionicotinic acid CC1=CC=NC=C1C(=S)O